ClC=1C=C2C(=C(C=NC2=CC1)[N+](=O)[O-])N[C@@H]1C(COCC1)(F)F 6-chloro-N-[(4S)-3,3-difluorotetrahydro-2H-pyran-4-yl]-3-nitroquinolin-4-amine